C(C)(C)(C)OC(=O)C1NC=CC=C1 pyridine-2(1H)-carboxylic acid tert-butyl ester